N-(5-Fluoropyridin-2-yl)-2-(2-(oxetan-3-ylamino)-5-oxopyrazolo[1,5-a]pyrido[3,2-e]pyrimidin-4(5H)-yl)acetamide FC=1C=CC(=NC1)NC(CN1C=2N(C3=C(C1=O)C=CC=N3)N=C(C2)NC2COC2)=O